C(C)(C)(C)NC(O[C@H]1C[C@H](CC1)C1=CC(=NN1)NC(CC1=NC=CC(=C1)C(F)(F)F)=O)=O (1R,3S)-3-[3-({[4-(tri-fluoromethyl)pyridin-2-yl]acetyl}amino)-1H-pyrazol-5-yl]cyclopentyl tert-butylcarbamate